C(C)N1C2=CC=CC=C2C=2C=C(C=CC12)NC1=NC(=NC(=C1)C)NCCCN1CCOCC1 N4-(9-Ethyl-9H-carbazol-3-yl)-6-methyl-N2-(3-morpholin-4-yl-propyl)-pyrimidine-2,4-diamine